CN(CCC1=CN(C2=CC=C(C=C12)OC)C(=O)OCOC(C(C)(C)C)=O)C (Pivaloyloxy)methyl 3-(2-(dimethylamino)ethyl)-5-methoxy-1H-indole-1-carboxylate